Cl.[N+](=O)([O-])C1=CC=C(C=C1)CCNCCC1=CC=CC=C1 N-(4-nitrophenylethyl)-2-phenylethylamine hydrochloride